N'-[1-(hydroxymethyl)-2,5-dioxo-4-imidazolidinyl]Urea OCN1C(NC(C1=O)NC(N)=O)=O